N-((S)-1-((E)-4-(3-fluoroazetidin-1-yl)-4-oxobut-2-en-1-yl)pyrrolidine-3-carbonyl)-N-methyl-L-valine FC1CN(C1)C(/C=C/CN1C[C@H](CC1)C(=O)N([C@@H](C(C)C)C(=O)O)C)=O